C(C)(C)(C)OC(=O)N1CCC(CC1)N1C(C2=CC=C(C=C2C=C1)C=1C=C(C=2N(N1)C=C(N2)C)OC2=C(C=CC=C2)F)=O.OCCC2CC(CCC2)CCO 1,3-bis(hydroxyethyl)cyclohexane tert-butyl-4-[6-[8-(2-fluorophenoxy)-2-methyl-imidazo[1,2-b]pyridazin-6-yl]-1-oxo-2-isoquinolyl]piperidine-1-carboxylate